6-(t-butoxycarbonyl)-3,6-diazabicyclo[3.1.1]heptane C(C)(C)(C)OC(=O)N1C2CNCC1C2